4,4'-((2,2,3,3-tetrafluorobutane-1,4-diyl)bis(azanediyl))bis(3-nitrobenzamide) FC(CNC1=C(C=C(C(=O)N)C=C1)[N+](=O)[O-])(C(CNC1=C(C=C(C(=O)N)C=C1)[N+](=O)[O-])(F)F)F